O=C1NC2=C(SC=3N=CC=C(N1C1=CC=C(C=C1)OC1=CC=CC=C1)C32)C(=O)N[C@@H]3C[C@@H](CC3)NC(OC(C)(C)C)=O tert-Butyl ((1R,3S)-3-(4-oxo-5-(4-phenoxyphenyl)-4,5-dihydro-3H-1-thia-3,5,8-triazaacenaphthylene-2-carboxamido)cyclopentyl)carbamate